tert-butyl (3-hydroxybenzyl)carbamate OC=1C=C(CNC(OC(C)(C)C)=O)C=CC1